C1(=CC=CC=C1)C1(C2=CC=CC=C2C=2C(=CC=CC12)C=1C=C(C=CC1)C1=CC=CC=C1)C1=CC=CC=C1 3-(9,9'-diphenylfluoren-4-yl)biphenyl